(E)-5-(4-(1-(Acetoxyimino)Ethyl)Phenyl)-1-(2,4-Dichlorophenyl)-4-Methyl-N-(Piperidin-1-Yl)-1H-Pyrazole-3-Carboxamide C(C)(=O)O\N=C(/C)\C1=CC=C(C=C1)C1=C(C(=NN1C1=C(C=C(C=C1)Cl)Cl)C(=O)NN1CCCCC1)C